N-((1r,4r)-4-((4-methoxy-5-(quinoxalin-6-yl)-7H-pyrrolo[2,3-d]pyrimidin-2-yl)amino)-1-methylcyclohexyl)acetamide COC=1C2=C(N=C(N1)NC1CCC(CC1)(C)NC(C)=O)NC=C2C=2C=C1N=CC=NC1=CC2